N1-octyl-N3,N3-dimethylpropane-1,3-diamine C(CCCCCCC)NCCCN(C)C